COC1=CC=C(C=C1)C1=NOC(=N1)N1CCC(CC1)C(=O)NC[C@@H]1NCCC1 (R)-1-(3-(4-methoxyphenyl)-1,2,4-oxadiazol-5-yl)-N-(pyrrolidin-2-ylmethyl)piperidine-4-carboxamide